N-ethyl-N'-(5-fluoro-4-(3-((3-fluoropyridin-2-yl)oxy)oxetan-3-yl)-2-methylphenyl)-N-methylformimidamide C(C)N(C=NC1=C(C=C(C(=C1)F)C1(COC1)OC1=NC=CC=C1F)C)C